(5RS)-{[3-Hydroxy-3-(trifluoromethyl)azetidin-1-yl]carbonyl}-2-(4-methylbenzyl)-5,6,7,8-tetrahydro[1,2,4]triazolo[4,3-a]pyridin-3(2H)-one OC1(CN(C1)C(=O)[C@H]1CCCC=2N1C(N(N2)CC2=CC=C(C=C2)C)=O)C(F)(F)F |r|